5-fluoro-2-(2-naphthyloctyl)-1H-benzimidazole FC1=CC2=C(NC(=N2)CCCCCCCCC2=CC3=CC=CC=C3C=C2)C=C1